FC(C1=CC(=NN1C)C1=NC(=NO1)C1(CC1)C=1C=C(C=CC1)C)F 5-(5-(difluoromethyl)-1-methyl-1H-pyrazol-3-yl)-3-(1-(m-tolyl)cyclopropyl)-1,2,4-oxadiazole